O[C@@H]1[C@@H](CCC2=C1N=C(S2)C(=O)NC)[C@H]2N1C(C3=CC=CC=C23)=CN=C1 (4R,5S)-4-hydroxy-5-((R)-5H-imidazo[5,1-a]isoindol-5-yl)-N-methyl-4,5,6,7-tetrahydrobenzo[d]thiazole-2-carboxamide